1-[2-({3-fluoro-4-[5-(trifluoromethyl)-1,2,4-oxadiazol-3-yl]phenyl}methoxy)phenyl]methanamine FC=1C=C(C=CC1C1=NOC(=N1)C(F)(F)F)COC1=C(C=CC=C1)CN